O[C@@H]([C@H](C)NCCC1=CC(=C(OCC(=O)O)C=C1C)C)C1=CC=C(C=C1)O 2-[4-[2-[[(1S,2R)-2-hydroxy-2-(4-hydroxyphenyl)-1-methylethyl]amino]ethyl]-2,5-dimethyl-phenoxy]-acetic acid